methylenediphenyl-triazole C=C1C(C=CC=C1)C=1N=NNC1C1=CC=CC=C1